NC=1C2=C(N=CN1)N(C=C2F)[C@@H]2O[C@@H]([C@H]([C@H]2O)O)[C@](C)(O)C2=CC(=C(C=C2)Cl)C (2R,3R,4S,5S)-2-(4-amino-5-fluoro-7H-pyrrolo[2,3-d]pyrimidin-7-yl)-5-((R)-1-(4-chloro-3-methylphenyl)-1-hydroxyethyl)tetrahydrofuran-3,4-diol